2-(4-(ethylsulfonyl)phenyl)-N-(1-isopropyl-2-((4-(trifluoromethyl)cyclohexyl)methyl)-1H-benzo[d]imidazol-6-yl)acetamide C(C)S(=O)(=O)C1=CC=C(C=C1)CC(=O)NC=1C=CC2=C(N(C(=N2)CC2CCC(CC2)C(F)(F)F)C(C)C)C1